8-(2-(azetidin-3-yl)ethyl)pyrido[2,3-d]pyrimidin-7(8H)-one TFA salt OC(=O)C(F)(F)F.N1CC(C1)CCN1C(C=CC2=C1N=CN=C2)=O